(4R)-4-[[[(5SR)-3-(3-fluorophenyl)-5-methyl-4H-1,2-oxazol-5-yl]carbonyl]amino]cyclopentene-1-carboxylic acid FC=1C=C(C=CC1)C1=NO[C@](C1)(C)C(=O)N[C@@H]1CC=C(C1)C(=O)O |&1:10|